2-(trans-4-((3-(2-Cyclopropyloxazol-4-yl)phenyl)((trans-4-(6-(dimethylamino)pyridin-3-yl)cyclohexyl)methyl)carbamoyl)cyclohexyl)-acetic acid C1(CC1)C=1OC=C(N1)C=1C=C(C=CC1)N(C(=O)[C@@H]1CC[C@H](CC1)CC(=O)O)C[C@@H]1CC[C@H](CC1)C=1C=NC(=CC1)N(C)C